2-Hydroxy-4-(2-hydroxyethoxy)-2-methylpropiophenone CC(C)(C(=O)C1=CC=C(C=C1)OCCO)O